ClC1=CC(=NC(=C1O)Cl)C(=O)NC1=NN(C=2N=CN(C(C21)=O)CC2=C(C=CC=C2)OC(F)(F)F)C 4,6-dichloro-5-hydroxy-N-(1-methyl-4-oxo-5-(2-(trifluoromethoxy)benzyl)-4,5-dihydro-1H-pyrazolo[3,4-d]pyrimidin-3-yl)picolinamide